ClC1=C(C=C(C=C1)C=1C=C2C(=NC1)N(C(N2CC=2C=NC=C(C2)F)=O)C)OC(F)F 6-[4-chloro-3-(difluoromethoxy)phenyl]-1-[(5-fluoro-3-pyridinyl)methyl]-3-methyl-imidazo[4,5-b]pyridin-2-one